2-cyclohexyl-2-[(1-ethyl-1H-pyrazol-5-yl)formamido]-N-{2-fluoro-4-[(2R)-3-(4-methylpiperazin-1-yl)-3-oxo-2-({pyrido[3,4-d]pyrimidin-4-yl}amino)propyl]phenyl}acetamide C1(CCCCC1)C(C(=O)NC1=C(C=C(C=C1)C[C@H](C(=O)N1CCN(CC1)C)NC=1C2=C(N=CN1)C=NC=C2)F)NC(=O)C2=CC=NN2CC